2-butyl-2,3-dihydrothieno[3,4-B][1,4]dioxin C(CCC)C1COC=2C(O1)=CSC2